FC1=CC=C(C=C1)C1N(C(CC1)=O)N1C(N=C(C2=C1NC=C2)NN2CCOCC2)NC2=CC=C(C=C2)N2CCN(CC2)C (4-fluorophenyl)(2-((4-(4-methylpiperazin-1-yl)phenyl)amino)-4-(morpholinoamino)-7H-pyrrolo[2,3-d]pyrimidin-1-yl)pyrrolidin-5-one